3-(3-chloro-4-fluorophenyl)-1-(1-(1-(ethylamino)isoquinolin-4-yl)ethyl)-1-methyl-urea ClC=1C=C(C=CC1F)NC(N(C)C(C)C1=CN=C(C2=CC=CC=C12)NCC)=O